[C@H]12CC(C[C@@H]2C1)OC1=CC=C(C=C1)CC=1C=C(C=CC1Cl)[C@@H]1O[C@@H]([C@H]([C@@H]([C@H]1O)O)O)CO (2S,3R,4R,5S,6R)-2-[3-[[4-[[(1R,5S)-3-bicyclo[3.1.0]hexanyl]oxy]phenyl]methyl]-4-chlorophenyl]-6-(hydroxymethyl)oxane-3,4,5-triol